BrC=1CCCC2=C(C1C1=CC=C(C=C1)CC1CN(C1)CCCF)C=CC(=C2Cl)C(=O)OC Methyl 8-bromo-4-chloro-9-(4-((1-(3-fluoropropyl)azetidin-3-yl)methyl)phenyl)-6,7-dihydro-5H-benzo[7]annulene-3-carboxylate